neodymium 2,2-dihexylnonanoate C(CCCCC)C(C(=O)[O-])(CCCCCCC)CCCCCC.[Nd+3].C(CCCCC)C(C(=O)[O-])(CCCCCCC)CCCCCC.C(CCCCC)C(C(=O)[O-])(CCCCCCC)CCCCCC